4'-methoxyformanilide COC1=CC=C(NC=O)C=C1